6-methoxy-N-(1-methyl-2-oxo-1,2-dihydropyridin-3-yl)-2-((1S,2R,4S)-2-methyl-4-(N-methylacetamido)cyclohexyl)-2H-indazole-5-carboxamide COC=1C(=CC2=CN(N=C2C1)[C@@H]1[C@@H](C[C@H](CC1)N(C(C)=O)C)C)C(=O)NC=1C(N(C=CC1)C)=O